sodium (S)-3-(5-fluoro-3'-methoxybiphenyl-3-yl)-3-(3-(1-methyl-4-oxido-2-oxo-1,2-dihydro pyridin-3-yl)ureido)propanoate FC=1C=C(C=C(C1)C1=CC(=CC=C1)OC)[C@H](CC(=O)[O-])NC(=O)NC=1C(N(C=CC1[O-])C)=O.[Na+].[Na+]